trans-4-Hydroxy-N-(4-(2-isopropyloxazol-4-yl)pyridine-2-yl)-N-((trans-4-(5-methoxy-6-methylpyridin-2-yl)cyclohexyl)methyl)cyclohexanecarboxamide O[C@@H]1CC[C@H](CC1)C(=O)N(C[C@@H]1CC[C@H](CC1)C1=NC(=C(C=C1)OC)C)C1=NC=CC(=C1)C=1N=C(OC1)C(C)C